N1-(4-bromo-2,6-diisopropylphenyl)benzene-1,2-diamine BrC1=CC(=C(C(=C1)C(C)C)NC=1C(=CC=CC1)N)C(C)C